C(C(O)CO)C(C(=O)O)=CC1=C(C=CC=C1)CC glyceryl-mono-2-ethyl-Cinnamic acid